C1(CC1)C1=CN=C(N=N1)N[C@@H]1C[C@H](CC1)NC=1N=CC(=NC1)C=1C(N(C=CC1)C)=O 3-(5-(((1S,3S)-3-((6-Cyclopropyl-1,2,4-triazin-3-yl)amino)cyclopentyl)amino)pyrazin-2-yl)-1-methylpyridin-2(1H)-one